N-(4-(9H-carbazole-9-yl)phenyl)-N-phenylnaphtho[2,3-b]phenylfuran-3-amine C1=CC=CC=2C3=CC=CC=C3N(C12)C1=CC=C(C=C1)N(C1=C(OC=C1)C1=C2C(=CC=C1)C=C1C=CC=CC1=C2)C2=CC=CC=C2